(2R,3S,4R,5R)-2-(Acetoxymethyl)-5-(2-amino-8-oxo-7,8-dihydro-9H-purin-9-yl)tetrahydrofuran-3,4-diacetic acid C(C)(=O)OC[C@@H]1O[C@H]([C@@H]([C@@H]1CC(=O)O)CC(=O)O)N1C2=NC(=NC=C2NC1=O)N